FC(CN1C(=NC2=C1C=C(C=C2)C=2C=CN1N=C(N=C(C12)OC)N[C@@H]1CN(C[C@@H]1F)C(C)=O)C)F 1-((3R,4S)-3-((5-(1-(2,2-difluoroethyl)-2-methyl-1H-benzo[d]imidazol-6-yl)-4-methoxypyrrolo[2,1-f][1,2,4]triazin-2-yl)amino)-4-fluoropyrrolidin-1-yl)ethan-1-one